Tert-Butyl 4-((5-chloro-3-nitropyridin-2-yl)amino)piperidine-1-carboxylate ClC=1C=C(C(=NC1)NC1CCN(CC1)C(=O)OC(C)(C)C)[N+](=O)[O-]